6-isopropyl-5,6,7,8-tetrahydroimidazo[1,5-a]pyridine-3-carboxylic acid C(C)(C)C1CCC=2N(C1)C(=NC2)C(=O)O